C12COCC(COC1)N2 3,7-dioxa-9-azabicyclo[3.3.1]Nonane